tert-Butyl (3S)-3-(4-hydroxypyrido[3,2-d]pyrimidin-6-yl)oxypyrrolidine-1-carboxylate OC=1C2=C(N=CN1)C=CC(=N2)O[C@@H]2CN(CC2)C(=O)OC(C)(C)C